S(N)(=O)(=O)C1=CC=C(C=C1)C1=CC=C(C=C1)CSC1=C(N=NN1)C(=O)O 5-(((4'-sulfamoyl-[1,1'-biphenyl]-4-yl)methyl)thio)-1H-1,2,3-triazole-4-carboxylic acid